benzyl (1S,3S,5R)-5-((2-ethoxy-2-oxoethoxy)methyl)-2-((4-phenoxybutanoyl)glycyl)-2-azabicyclo[3.1.0]hexane-3-carboxylate C(C)OC(COC[C@@]12C[C@H](N([C@H]2C1)C(CNC(CCCOC1=CC=CC=C1)=O)=O)C(=O)OCC1=CC=CC=C1)=O